C(#N)C1=C(C=CC(=C1)F)SC=1C=2N(C=C(C1)C=1C=NN(C1C)C1CCC(CC1)OC)N=CC2C#N 4-((2-cyano-4-fluorophenyl)thio)-6-(1-((1r,4r)-4-methoxycyclohexyl)-5-methyl-1H-pyrazol-4-yl)pyrazolo[1,5-a]pyridine-3-carbonitrile